Cl.NC[C@@H](C)N1N=C2C(CN([C@@H](C2)C)C(C2=CC(=C(C=C2)Cl)C#N)=O)=C1C(=O)OCC (R)-ethyl 2-((R)-1-aminopropan-2-yl)-5-(4-chloro-3-cyanobenzoyl)-6-methyl-4,5,6,7-tetrahydro-2H-pyrazolo[4,3-c]pyridine-3-carboxylate hydrochloride